C(CCCCCCCCCCC)SCC1=C(C(=CC(=C1)CSCCCCCCCCCCCC)C)O 2,4-bis(dodecylsulfanylmethyl)-6-methylphenol